tert-Butyl (2R,4S)-4-[(6-chloro-2-{5-[2-(2,6-difluorophenyl)propan-2-yl]-1,2,4-oxadiazol-3-yl}pyrimidin-4-yl)oxy]-2-(cyanomethyl)piperidine-1-carboxylate ClC1=CC(=NC(=N1)C1=NOC(=N1)C(C)(C)C1=C(C=CC=C1F)F)O[C@@H]1C[C@H](N(CC1)C(=O)OC(C)(C)C)CC#N